FC(C1=NC2=CC=CC=C2C(=C1)N1CCN(CC1)C(=O)OC(=O)N1CCCCC1)(F)F (4-(2-(trifluoromethyl)quinolin-4-yl)piperazine-1-carbonyl)piperidine-1-carboxylate